2,4-diphenyl-6-(2-hydroxy-4-hexyloxyphenyl)-s-triazine C1(=CC=CC=C1)C1=NC(=NC(=N1)C1=CC=CC=C1)C1=C(C=C(C=C1)OCCCCCC)O